benzyl 3-(4-methoxybenzyl)-2-((3-hydroxypropyl) amino)-4-oxo-3,5,7,8-tetrahydropyrido[4,3-d]pyrimidine-6(4H)-carboxylate COC1=CC=C(CN2C(=NC3=C(C2=O)CN(CC3)C(=O)OCC3=CC=CC=C3)NCCCO)C=C1